COC1=CC=C(C=C1)P1(SP(S1)(=S)C1=CC=C(C=C1)OC)=S 2,4-bis(4-methoxyphenyl)-2,4-dithioxo-1,3,2lambda5,4lambda5-dithiadiphosphetane